FC=1C(=NC(=NC1)NC1=CC=C(C=N1)C1CCN(CC1)C(=O)OC(C)(C)C)C=1C=C2C(=CC(=NC2=C(C1)F)C)C(C)O Tert-butyl 4-(6-((5-fluoro-4-(8-fluoro-4-(1-hydroxyethyl)-2-methylquinolin-6-yl)pyrimidin-2-yl)amino)pyridin-3-yl)piperidine-1-carboxylate